N-{6-[(3-cyclopropyl-1H-pyrazol-5-yl)amino]-5-methoxy-1,2-benzoxazol-3-yl}-4-(4,4-difluoropiperidin-3-yl)-2,6-dimethoxy-N-[(4-methoxyphenyl)methyl]benzene-1-sulfonamide C1(CC1)C1=NNC(=C1)NC1=CC2=C(C(=NO2)N(S(=O)(=O)C2=C(C=C(C=C2OC)C2CNCCC2(F)F)OC)CC2=CC=C(C=C2)OC)C=C1OC